COC1=C(C(=CC=C1)OC)S(=O)(=O)NC1=NOC2=C1C(=CC(=C2)C2=CC(=CC=C2)C2CCN(CC2)C(C#C)=O)OC 2,6-dimethoxy-N-(4-methoxy-6-(3-(1-propioloylpiperidin-4-yl)phenyl)benzo[d]isoxazol-3-yl)benzenesulfonamide